1-(3-chloro-2-fluorophenyl)-1H-pyrazol-3-amine ClC=1C(=C(C=CC1)N1N=C(C=C1)N)F